(Z)-2-(ethoxyMethylene)-4,4,4-trifluoro-3-oxobutanoic acid ethyl ester C(C)OC(\C(\C(C(F)(F)F)=O)=C/OCC)=O